1,3-Bis(4-methacryloxybutyl)-tetramethyldisiloxan C(C(=C)C)(=O)OCCCC[Si](O[Si](CCCCOC(C(=C)C)=O)(C)C)(C)C